C(=O)(O)C(CCCCC=1C=C(C=CC1)CCCCC1CC1)(C)C 1-(4-(3-(5-carboxy-5-methylhexyl)phenyl)butyl)cyclopropane